C(C)(C)(C)OC(CN1CC(C(CC1)C1=C(C=C2C(=NN(C2=C1)C)N1C(NC(CC1)=O)=O)F)(F)F)=O 2-[4-[3-(2,4-dioxohexahydropyrimidin-1-yl)-5-fluoro-1-methyl-indazol-6-yl]-3,3-difluoro-1-piperidinyl]acetic acid tert-butyl ester